methyl (E)-4-[2-[2-[2-[2-[2-[2-[2-[tertbutyl(dimethyl)silyl]oxyethoxy]ethoxy]ethoxy]ethoxy]ethoxy]ethoxy]ethoxy]but-2-enoate C(C)(C)(C)[Si](OCCOCCOCCOCCOCCOCCOCCOC/C=C/C(=O)OC)(C)C